OCCOCCN1C(C(CC1)NC(=O)C1=C(OC2=C1C=C(C=C2)OCC2=C(N=CS2)C)C)=O N-(1-(2-(2-hydroxyethoxy)ethyl)-2-oxopyrrolidin-3-yl)-2-methyl-5-((4-methylthiazol-5-yl)methoxy)benzofuran-3-carboxamide